2-(4-(ethylsulfonyl)phenyl)-N-(4-(4-methyl-2,3-dihydro-1H-pyrrol-3-yl)phenyl)acetamide C(C)S(=O)(=O)C1=CC=C(C=C1)CC(=O)NC1=CC=C(C=C1)C1CNC=C1C